Cl.S1C2=C(C=C1)C(=CC=C2)N2CC1NCCC1C2 5-(benzo[b]thiophen-4-yl)octahydropyrrolo[3,4-b]pyrrole hydrochloride